8-[2-(4-chloro-2,6-dimethylphenyl)acetamido]-1,4-dioxaspiro[4.5]decane-8-carboxylic acid ClC1=CC(=C(C(=C1)C)CC(=O)NC1(CCC2(OCCO2)CC1)C(=O)O)C